6-methyl-N4-(5-cyclopropyl-1H-pyrazol-3-yl)-N2-(2,4-difluorophenyl)quinazoline-2,4-diamine CC=1C=C2C(=NC(=NC2=CC1)NC1=C(C=C(C=C1)F)F)NC1=NNC(=C1)C1CC1